2-chloro-11-methyl-5,11-dihydro-6H-benzo[e]pyrimido[5,4-b][1,4]diazepin-6-one ClC=1N=CC=2NC(C3=C(N(C2N1)C)C=CC=C3)=O